N-(1-(1-(2,4-bis(trifluoromethyl)phenyl)ethyl)-1H-pyrazol-4-yl)-5-(3-chloropyridin-2-yl)isoxazole-3-carboxamide FC(C1=C(C=CC(=C1)C(F)(F)F)C(C)N1N=CC(=C1)NC(=O)C1=NOC(=C1)C1=NC=CC=C1Cl)(F)F